5-(4-amino-5-(trifluoromethyl)pyrrolo[2,1-f][1,2,4]triazin-7-yl)-N-((3R,4S)-4-fluoro-1-(3,3,3-trifluoro-2-hydroxy-2-(trifluoromethyl)propyl)pyrrolidin-3-yl)-2-methoxynicotinamide NC1=NC=NN2C1=C(C=C2C=2C=NC(=C(C(=O)N[C@@H]1CN(C[C@@H]1F)CC(C(F)(F)F)(C(F)(F)F)O)C2)OC)C(F)(F)F